N1C=CC2=C(C=CC=C12)NC1=C2C=C(NC2=C(C=C1)F)C(=O)O 4-((1H-indol-4-yl)amino)-7-fluoro-1H-indole-2-carboxylic acid